3-(3-(2-methylphenyl)-4-thiazolinonyl)-N-(4-1-N-pyrazolylbutyl)benzamide CC1=C(C=CC=C1)N1C(SC=C1C=1C=C(C(=O)NCCCCN2N=CC=C2)C=CC1)=O